CN1C(C2=C(C(=C1)C=1C=C(C=CC1OC1=C(C=C(C=C1F)F)F)NS(=O)(=O)CCC)C=CN2)=O N-[3-(6-methyl-7-oxo-6,7-dihydro-1H-pyrrolo[2,3-c]pyridin-4-yl)-4-(2,4,6-trifluorophenoxy)phenyl]propane-1-sulfonamide